O1C(=CC=C1)\C=C\1/OC2=C(C1=O)C(=CC(=C2C=2CCN(CC2)C)OC)OC (Z)-2-(furan-2-ylmethylene)-4,6-dimethoxy-7-(1-methyl-1,2,3,6-tetrahydropyridin-4-yl)benzofuran-3(2H)-one